triphenylsulfonium para-toluenesulfonate CC1=CC=C(C=C1)S(=O)(=O)[O-].C1(=CC=CC=C1)[S+](C1=CC=CC=C1)C1=CC=CC=C1